C(N)(S)=S.N1C(CCC1)=O (2-pyrrolidone) dithiocarbamate